O[C@H]1[C@@H](CCCC1)NC1=C2C(=C(N=N1)C1=C(C=C(C=C1)C(F)(F)F)O)COCC2 2-(1-{[(1R,2R)-2-hydroxycyclohexyl]amino}-7,8-Dihydro-5H-pyrano[3,4-d]pyridazin-4-yl)-5-(trifluoromethyl)phenol